O(C1=CC=CC=C1)CCOC(C(C)C)=O.C(C(=C)C)(=O)OCC[N+](CC)(C)C 2-(methacryloyloxy)ethyldimethylethylammonium PhenoxyEthyl-isoButyrate